6,8-diamino-7-nitro-tetrazolo[1,5-b]pyridazine NC=1C(=C(C=2N(N1)N=NN2)N)[N+](=O)[O-]